perfluorooctane iodide [I-].FC(C(C(C(C(C(C(C(F)(F)F)(F)F)(F)F)(F)F)(F)F)(F)F)(F)F)(F)F